CC1(OB(OC1(C)C)C1=CC2=C(CN(CC2)CC)S1)C 2-(4,4,5,5-tetramethyl-1,3,2-dioxaborolan-2-yl)-6-ethyl-4,5,6,7-tetrahydrothieno[2,3-c]pyridine